2-(methylthio)pyrido[4,3-d]pyrimidin-4(3H)-one CSC=1NC(C2=C(N1)C=CN=C2)=O